C(#N)C1=CC(=CC=2N=C(OC21)C=2C(=C(C=CC2)C2=C(C(=CC=C2)NC=2N=CC=C1C=C(C=NC21)CN2C[C@@H](CC2)O)C)C)CN2C[C@@H](CC2)C(=O)OC(C)(C)C (R)-tert-Butyl 1-((7-cyano-2-(3'-(3-(((R)-3-hydroxypyrrolidin-1-yl)methyl)-1,7-naphthyridin-8-ylamino)-2,2'-dimethylbiphenyl-3-yl)benzo[d]oxazol-5-yl)methyl)pyrrolidine-3-carboxylate